Cl.CC(CC1CCNCC1)(C)O 2-Methyl-1-(piperidin-4-yl)propan-2-ol hydrochloride